C1(CCCC1)NC1=CC(=NC=C1C#C)N1N=CC=2C1=NC=C(C2)C#N 1-[4-(cyclopentylamino)-5-ethynyl-2-pyridyl]pyrazolo[3,4-b]pyridine-5-carbonitrile